4-((R or S)-4-((1R,5S)-3,8-diazabicyclo[3.2.1]octan-3-yl)-6-chloro-2-(2-(dimethyl-amino)ethoxy)-8-fluoro-quinazolin-7-yl)naphthalen-2-ol [C@H]12CN(C[C@H](CC1)N2)C2=NC(=NC1=C(C(=C(C=C21)Cl)C2=CC(=CC1=CC=CC=C21)O)F)OCCN(C)C